tert-Butyl (4-(piperidin-4-yloxy)butyl)carbamate N1CCC(CC1)OCCCCNC(OC(C)(C)C)=O